(7-ethoxy-6-methoxy-1-(2-(5-methoxybenzofuran-3-yl)ethyl)-3,4-dihydroisoquinolin-2(1H)-yl)(morpholinyl)methanone C(C)OC1=C(C=C2CCN(C(C2=C1)CCC1=COC2=C1C=C(C=C2)OC)C(=O)N2CCOCC2)OC